C1(CCCC1)C\C(=C(/C=1C=C2C=NNC2=CC1)\C1=CC=C(C=C1)/C=C/C(=O)O)\C1=CC=CC=C1 (E)-3-(4-((E)-3-cyclopentyl-1-(1H-indazol-5-yl)-2-phenylprop-1-en-1-yl)phenyl)acrylic acid